3,5-dichloro-4-(propionyloxy)benzoic acid ClC=1C=C(C(=O)O)C=C(C1OC(CC)=O)Cl